ClC(PC)Cl dichlorodimethyl-phosphine